O1C(OCC1)C=1C(=NC=NC1N[C@H](C#C)C1=C(C(=CC=C1)C(F)(F)F)C)CC(=O)OC methyl (R)-2-(5-(1,3-dioxolan-2-yl)-6-((1-(2-methyl-3-(trifluoromethyl)-phenyl)prop-2-yn-1-yl)amino)pyrimidin-4-yl)acetate